2-((2,4-difluorophenyl)thio)-1-(2-fluoro-4-(5-(trifluoromethyl)-1,2,4-oxadiazol-3-yl)phenyl)ethan-1-one 5-Hydroxymethyl-2-furoate OCC1=CC=C(O1)C(=O)O.FC1=C(C=CC(=C1)F)SCC(=O)C1=C(C=C(C=C1)C1=NOC(=N1)C(F)(F)F)F